CN(C/C=C/C(=O)N1CC2(CN(C2)C=2C=CN3N=CN=C(C32)NC3=CC(=C(C=C3)OC3=CC=2N(C=C3)N=CN2)C)CC1)C (2E)-4-(dimethylamino)-1-(2-{4-[(3-methyl-4-{[1,2,4]triazolo[1,5-a]pyridin-7-yloxy}phenyl)amino]pyrrolo[2,1-f][1,2,4]triazin-5-yl}-2,6-diazaspiro[3.4]octan-6-yl)but-2-en-1-one